N1C(=CC2=CC=CC=C12)CN1CCN(CC1)C1=NC=CC2=CC=CC=C12 1-[4-(1H-indol-2-ylmethyl)piperazin-1-yl]isoquinoline